COC1=CC=C(C=C1)C1=NOC2=C1C(C1=C(C2=O)SC=C1)=O 3-(4-methoxyphenyl)thieno[2',3':4,5]benzo[1,2-d]isoxazole-4,8-dione